triethylamine hydrogen fluoride salt F.C(C)N(CC)CC